N-methyl-N-[5-(trifluoromethyl)pyrazin-2-yl]-2-azaspiro[3.5]nonan-7-amine CN(C1CCC2(CNC2)CC1)C1=NC=C(N=C1)C(F)(F)F